BrC1=CC=C(C=C1)S(=O)(=O)NC=1C=C(C(=O)NC2=NC(=NO2)C)C=CC1 3-((4-bromophenyl)sulfonamido)-N-(3-methyl-1,2,4-oxadiazol-5-yl)benzamide